C(#N)C=1C=CC(=C2C=CC=NC12)N1C[C@@H](O[C@@H](C1)C)CN1CCN(CC1)C1=NC(=NC=C1)N1CCN(CC1)C(=O)[C@@H]1N(CCC1)C(=O)OC(C)(C)C tert-butyl (R)-2-(4-(4-(4-(((2S,6R)-4-(8-cyanoquinolin-5-yl)-6-methylmorpholin-2-yl)methyl)piperazin-1-yl)pyrimidin-2-yl)piperazine-1-carbonyl)pyrrolidine-1-carboxylate